CC(C)(OC(NCCOCCOCCCC)=O)C 2,2-dimethyl-4-oxo-3,8,11-trioxa-5-aza-pentadecane